6-[5-(difluoromethyl)-1,3,4-oxadiazol-2-yl]-2-[(1R*,2S*)-1-(2,4-difluorophenyl)-2-(4-fluorophenyl)-2-hydroxyethyl]-2,3-dihydro-1H-isoindol-1-one FC(C1=NN=C(O1)C1=CC=C2CN(C(C2=C1)=O)[C@@H]([C@@H](O)C1=CC=C(C=C1)F)C1=C(C=C(C=C1)F)F)F |o1:17,18|